1-[3-[3-(1-methylpyrazol-4-yl)-8-isoquinolyl]-1-[1-(4-piperidylmethyl)-4-piperidyl]-6,7-dihydro-4H-pyrazolo[4,3-c]pyridin-5-yl]ethanone CN1N=CC(=C1)C=1N=CC2=C(C=CC=C2C1)C1=NN(C2=C1CN(CC2)C(C)=O)C2CCN(CC2)CC2CCNCC2